5-[4-amino-5-(trifluoromethyl)pyrrolo[2,1-f][1,2,4]triazin-7-yl]-2-chloro-N-[(3R,4S)-1-(4,4-difluorocyclohexanecarbonyl)-4-fluoropyrrolidin-3-yl]-4-fluorobenzamide NC1=NC=NN2C1=C(C=C2C=2C(=CC(=C(C(=O)N[C@@H]1CN(C[C@@H]1F)C(=O)C1CCC(CC1)(F)F)C2)Cl)F)C(F)(F)F